ClC(C(=O)[O-])C 2-chloropropanoate